NC1=NC=NC2=C1C(=C1N2CCCC2=C1C=NC(=C2)C#C)C2=CC[C@H](CC2)C(=O)N2[C@@H](CCC2)C#N (S)-1-((S)-4-(12-amino-3-ethynyl-6,7-dihydro-5H-pyrido[3,4-c]pyrimido[5',4':4,5]pyrrolo[1,2-a]azepin-13-yl)cyclohex-3-ene-1-carbonyl)pyrrolidine-2-carbonitrile